(3-(dimethylamino)azetidin-1-yl)(2-(6-(2-ethyl-5-fluoro-4-hydroxyphenyl)-1H-indazol-3-yl)-5-isopropyl-4,5,6,7-tetrahydro-3H-imidazo[4,5-c]pyridin-6-yl)methanone CN(C1CN(C1)C(=O)C1CC2=C(CN1C(C)C)NC(=N2)C2=NNC1=CC(=CC=C21)C2=C(C=C(C(=C2)F)O)CC)C